(R)-(3-Aminopiperidin-1-yl)(1-(1-(cyclopropylmethyl)-1H-indol-2-yl)-8,9-dihydro-7H-6-oxa-2,9a-diazabenzo[cd]azulen-4-yl)methanone N[C@H]1CN(CCC1)C(=O)C=1C=C2C3=C(N=C(N3CCCO2)C=2N(C3=CC=CC=C3C2)CC2CC2)C1